O1COC2=C1C=CC(=C2)NC2=NC=C(C(=N2)N2C=NC(=C2)C(=O)N[C@H](CO)C2=CC(=CC=C2)Cl)C (S)-1-(2-(benzo[d][1,3]dioxol-5-ylamino)-5-methylpyrimidin-4-yl)-N-(1-(3-chlorophenyl)-2-hydroxyethyl)-1H-imidazole-4-carboxamide